NC1=C(N=CC(=N1)N1CCC(CC1)(C)NCC1=CC(=C2C(N(C(C2=C1)=O)C1C(NC(CC1)=O)=O)=O)F)C1=C(C(=CC=C1)Cl)Cl 6-(((1-(6-amino-5-(2,3-dichlorophenyl)pyrazin-2-yl)-4-methylpiperidin-4-yl)amino)methyl)-2-(2,6-dioxopiperidin-3-yl)-4-fluoroisoindoline-1,3-dione